5-ethynylnaphthalen-2-ol trifluoroacetate FC(C(=O)O)(F)F.C(#C)C1=C2C=CC(=CC2=CC=C1)O